C(#C)C1=CC=C(C(=O)NC2N(CCCC2)C(=O)[O-])C=C1 (4-ethynylbenzamido)piperidine-1-carboxylate